[O-]Br(=O)(=O)=O The molecule is a monovalent inorganic anion obtained by deprotonation of perbromic acid. It is a bromine oxoanion and a monovalent inorganic anion. It is a conjugate base of a perbromic acid.